C(CCCCCCC\C=C/C\C=C/CCCCC)NCCO 2-(((9Z,12Z)-Octadeca-9,12-dien-1-yl)amino)ethan-1-ol